6-(1,3-benzoxazol-2-yl)-2-[7-bromo-1-(1-methylimidazol-2-yl)-3,4-dihydro-1H-isoquinolin-2-yl]-5-methoxy-3-methylpyrimidin-4-one O1C(=NC2=C1C=CC=C2)C2=C(C(N(C(=N2)N2C(C1=CC(=CC=C1CC2)Br)C=2N(C=CN2)C)C)=O)OC